2-(3-chloro-1,1-dioxido-4H-benzo[e][1,2,4]thiadiazin-5-yl)-6-fluorobenzonitrile ClC1=NS(C2=C(N1)C(=CC=C2)C2=C(C#N)C(=CC=C2)F)(=O)=O